C(C1=CC=CC=C1)[N+](CC(=O)[O-])(C)CCO 2-(benzyl (2-hydroxy-ethyl)(methyl)ammonio)acetate